Br\C=C(/C(F)(F)F)\F (E)-1-bromo-2,3,3,3-tetrafluoropropene